allyl-(prop-2-yn-1-yl)carbamic acid benzyl ester C(C1=CC=CC=C1)OC(N(CC#C)CC=C)=O